(R)-4-(7-Chloro-1-methyl-1H-pyrazolo[4,3-b]pyridin-5-yl)-3-methylmorpholine ClC1=C2C(=NC(=C1)N1[C@@H](COCC1)C)C=NN2C